trans-{4-methyl-2-azabicyclo[3.1.1]hept-3-yl}methanol CC1C(NC2CC1C2)CO